5-(benzyloxy)-N-(4-fluoropiperidin-3-yl)-2-methylbenzofuran-3-carboxamide C(C1=CC=CC=C1)OC=1C=CC2=C(C(=C(O2)C)C(=O)NC2CNCCC2F)C1